3-bromo-2,6-difluoro-phenol BrC=1C(=C(C(=CC1)F)O)F